O=C1N(C(C2=CC=CC=C12)=O)C(C(=O)N)C 2-(1,3-dioxoisoindolin-2-yl)propanamide